C1CCC12N(CCC2)CCC2=C(C(=O)N)C=C(C(=N2)C)NC2=NN(C1=NC(=NC=C12)NC=1C=NN(C1)C)C (2-(5-azaspiro[3.4]octan-5-yl)ethyl)-6-methyl-5-((1-methyl-6-((1-methyl-1H-pyrazol-4-yl)amino)-1H-pyrazolo[3,4-d]pyrimidin-3-yl)amino)nicotinamide